(3-{2-[(6-methoxy-1,2,3,4-tetrahydroisoquinolin-7-yl)amino]quinazolin-7-yl}phenyl)(pyrrolidin-1-yl)methanone COC=1C=C2CCNCC2=CC1NC1=NC2=CC(=CC=C2C=N1)C=1C=C(C=CC1)C(=O)N1CCCC1